Cl.C(C)(C)(C)OCCN 2-tert-butoxy-ethanamine hydrochloride